C(C#C)OC1=CC=CC2=C1N=C(S2)NC(=O)C2C(C1C=CC2C1)C(=O)O 3-[(4-prop-2-ynoxy-1,3-benzothiazol-2-yl)carbamoyl]bicyclo[2.2.1]hept-5-ene-2-carboxylic acid